The molecule is a dihydroxy monocarboxylic acid anion that is the conjugate base of (2,6-dihydroxyphenyl)acetic (homogentisic) acid, arising from deprotonation of the carboxy group. It has a role as a human metabolite and a plant metabolite. It derives from an acetate. It is a conjugate base of a homogentisic acid. C1=CC(=C(C=C1O)CC(=O)[O-])O